FC1=C(C=CC(=C1)C1=NOC(=N1)C(F)(F)F)C(COCC1=CC=C(C=C1)OC)=O 1-(2-fluoro-4-(5-(trifluoromethyl)-1,2,4-oxadiazol-3-yl)phenyl)-2-((4-methoxybenzyl)oxy)ethan-1-one